4-(4-((1R,5S)-8-oxa-3-azabicyclo[3.2.1]octan-3-yl)-8-fluoro-2-morpholinopyrido[4,3-d]pyrimidin-7-yl)-5-ethynyl-6-fluoro-2-naphthonitrile [C@H]12CN(C[C@H](CC1)O2)C=2C1=C(N=C(N2)N2CCOCC2)C(=C(N=C1)C1=CC(=CC2=CC=C(C(=C12)C#C)F)C#N)F